9,9-bis(3-bromo-propyl)-fluorene BrCCCC1(C2=CC=CC=C2C=2C=CC=CC12)CCCBr